2-methyl-3-(pyridin-2-yl)cyclopropane-1-carboxylate CC1C(C1C1=NC=CC=C1)C(=O)[O-]